(3S,4S)-4-Fluoropyrrolidin-3-amine F[C@@H]1[C@H](CNC1)N